C(C1=C(C(=CC(=C1)CCO)N1N=C2C(=N1)C=CC=C2)O)C2=C(C(=CC(=C2)CCO)N2N=C1C(=N2)C=CC=C1)O 2,2'-methylenebis[6-(2H-benzotriazol-2-yl)-4-(2-hydroxyethyl)phenol]